BrC=1C=C(C=C2C(N(C(=NC12)Cl)CC(F)(F)F)=O)C 8-bromo-2-chloro-6-methyl-3-(2,2,2-trifluoroethyl)quinazolin-4-one